(1r,3s)-1-(aminomethyl)-3-phenyl-3,4-dihydro-1H-isochromene-5,6-diol hydrochloride Cl.NC[C@@H]1O[C@@H](CC2=C(C(=CC=C12)O)O)C1=CC=CC=C1